BrC1=CC(=C2C=C(C(=NC2=C1)O)C(=O)OCC)I ethyl 7-bromo-2-hydroxy-5-iodoquinoline-3-carboxylate